C(C)OC(CC)=O ethylpropionate